ClCC1CN(C2=CC(=C3C(=C12)N=C(O3)C)O)C(=O)C=3N=C1N(C=C(C=C1)CC(=O)N)C3 (2-(8-(chloromethyl)-4-hydroxy-2-methyl-7,8-dihydro-6H-oxazolo[4,5-e]indole-6-carbonyl)imidazo[1,2-a]pyridin-6-yl)acetamide